ClC=1C=C2C(=C(C=NC2=C(C1)F)C(=O)OCC)O Ethyl 6-chloro-8-fluoro-4-hydroxyquinoline-3-carboxylate